C(\C=C\C(=O)O)(=O)O.FC=1C=CC=C(C(=O)NC(C)C)C1.C(\C=C\C(=O)O)(=O)O.C(\C=C\C(=O)O)(=O)O.FC=1C=CC=C(C(=O)NC(C)C)C1 5-fluoro-N-isopropylbenzamide sesquifumarate